4-amino-7-fluoro-1-methyl-N-(1-methyl-1H-pyrazol-3-yl)-N-(6-(trifluoromethyl)-2,3-dihydrofuro[2,3-b]pyridin-3-yl)-1H-pyrazolo[4,3-c]quinolin-8-carboxamide NC1=NC=2C=C(C(=CC2C2=C1C=NN2C)C(=O)N(C2COC1=NC(=CC=C12)C(F)(F)F)C1=NN(C=C1)C)F